((1s,3s)-3-aminocyclobutyl)sulfonamide hydrochloride Cl.NC1CC(C1)S(=O)(=O)N